C1(=CC=CC=C1)N1CCN(CC1)C(C1=C(C=CC=C1)NC1=CC=NC2=CC(=CC=C12)C(F)(F)F)=O 1-phenyl-4-{2-[(7-trifluoromethylquinolin-4-yl)amino]Benzoyl}piperazine